1-((2S,4S)-2-methyl-4-((6-((5-methylthiazol-2-yl)amino)-1-propyl-1H-pyrrolo[3,2-c]pyridin-4-yl)oxy)pyrrolidin-1-yl)prop-2-en-1-one C[C@@H]1N(C[C@H](C1)OC1=NC(=CC2=C1C=CN2CCC)NC=2SC(=CN2)C)C(C=C)=O